N-(6-(6-chloropyridin-3-yl)-1-(4,4-dimethylcyclohexyl)-1H-pyrazolo[3,4-d]pyrimidin-4-yl)-5-nitrothiophene-2-carboxamide ClC1=CC=C(C=N1)C1=NC(=C2C(=N1)N(N=C2)C2CCC(CC2)(C)C)NC(=O)C=2SC(=CC2)[N+](=O)[O-]